N7-(2-(2,6-dimethylmorpholino)ethyl)-2-(1-(tetrahydro-2H-pyran-2-yl)-1H-pyrazol-5-yl)thieno[3,2-b]pyridine-5,7-diamine CC1OC(CN(C1)CCNC1=C2C(=NC(=C1)N)C=C(S2)C2=CC=NN2C2OCCCC2)C